C(CCC)OCC(C)OCC(C)OCCCC 1-((1-((1-butoxyprop-2-yl)oxy)prop-2-yl)oxy)butane